1-fluoro-5-iodo-4-methoxy-2-((1R,2R)-2-(trifluoromethyl)cyclopropyl)benzene FC1=C(C=C(C(=C1)I)OC)[C@H]1[C@@H](C1)C(F)(F)F